(3R,6R,8R,9R,10R)-9-(((2S,3R,4S,6R)-4-(dimethylamino)-3-hydroxy-6-methyltetrahydro-2H-pyran-2-yl)oxy)-8-methoxy-4,6,8,10,12,12-hexamethyl-3-(pyridin-4-yl)-1-oxa-4-azacyclotridecane CN([C@@H]1[C@H]([C@@H](O[C@@H](C1)C)O[C@H]1[C@](C[C@H](CN([C@@H](COCC(C[C@H]1C)(C)C)C1=CC=NC=C1)C)C)(C)OC)O)C